N[Se-]=[Se] aminodiselenide